4-(5-(3-Acetamido-1-methyl-1H-pyrazol-5-yl)-5-hydroxyoctahydropentalen-2-yl)-N-(3-chloro-4-fluorophenyl)-1-methyl-1H-imidazole-5-carboxamide C(C)(=O)NC1=NN(C(=C1)C1(CC2CC(CC2C1)C=1N=CN(C1C(=O)NC1=CC(=C(C=C1)F)Cl)C)O)C